CC(CN1C(C(=CC2=C1N=C(N=C2)N[C@@H](C)C2=CC=CC=C2)F)=O)(C)C 8-(2,2-dimethyl-propyl)-6-fluoro-2-((S)-1-phenyl-ethylamino)-8H-pyrido[2,3-d]pyrimidin-7-one